NAPHTHALIC ACID ANHYDRIDE C1=CC2=C3C(=C1)C(=O)OC(=O)C3=CC=C2